FC(C(=O)O)(F)F.CC=1OC2=C(N1)C=C(C=C2)N2CC1CNCC(C2)O1 3-(2-methylbenzo[d]oxazol-5-yl)-9-oxa-3,7-diazabicyclo[3.3.1]nonane 2,2,2-trifluoroacetate